methyl 2-[(2-tert-butoxycarbonyl-2-azabicyclo[2.1.1]hexan-4-yl)methyl]-8-fluoro-3,4-dihydro-1H-isoquinoline-6-carboxylate C(C)(C)(C)OC(=O)N1C2CC(C1)(C2)CN2CC1=C(C=C(C=C1CC2)C(=O)OC)F